ClC=1C=CC=2N=CN=C(C2N1)N1CCC(CC1)F 6-chloro-4-(4-fluoropiperidin-1-yl)pyrido[3,2-d]pyrimidine